C(C)(C)(C)OC(=O)C1=CC=C(C=N1)B(O)O (6-(tert-butoxycarbonyl)pyridin-3-yl)boronic acid